1,2-dihydroquinolin-2-one N1C(C=CC2=CC=CC=C12)=O